3-[2-(1-cyclopropyl-6-fluoro-2-methyl-1,3-benzoDiazol-5-yl)ethynyl]-1-[(3S,5R)-5-[(1R)-1-hydroxyethyl]-1-(prop-2-enoyl)pyrrolidin-3-yl]-5-(methylamino)pyrazole-4-carboxamide C1(CC1)N1C(=NC2=C1C=C(C(=C2)C#CC2=NN(C(=C2C(=O)N)NC)[C@@H]2CN([C@H](C2)[C@@H](C)O)C(C=C)=O)F)C